N1C(=NC2=C1C=CC=C2)C2=C(C=CC=C2)C=2C(=CC(=CC2)C(N[C@H](CCC)C2=CC=CC=C2)=O)C(=O)O 2'-(1H-1,3-benzodiazol-2-yl)-4-{[(1R)-1-phenylbutyl]carbamoyl}-[1,1'-biphenyl]-2-carboxylic acid